3-benzazepine-2-one C=1C(N=CC=C2C1C=CC=C2)=O